C1C=2N(CCN1)C=CC2 3,4-dihydro-1H-pyrrolo[1,2-a]pyrazine